(S)-N-(3-((3-aminopiperidin-1-yl)methyl)-5-(4-methyl-1H-imidazol-1-yl)phenyl)-4-phenylpicolinamide N[C@@H]1CN(CCC1)CC=1C=C(C=C(C1)N1C=NC(=C1)C)NC(C1=NC=CC(=C1)C1=CC=CC=C1)=O